C(N1CCC2(CCNCC2)CC1)([2H])([2H])[2H] 9-(methyl-d3)-3,9-diazaspiro[5.5]undecane